2-((4-chloro-5-fluoro-2-(2-(methoxymethyl)-7-methylquinoxalin-5-yl)benzo[d]Thiazol-6-yl)oxy)acetic acid methyl ester COC(COC1=CC2=C(N=C(S2)C2=C3N=CC(=NC3=CC(=C2)C)COC)C(=C1F)Cl)=O